COC=1C=C2C(=CC=NC2=CC1OC)OC1=C(C=C(C=C1)NS(=O)(=O)N(CC1=CC=CC=C1)CCC1=CC=CC=C1)F N'-(4-{[6,7-bis(methyloxy)quinolin-4-yl]oxy}-3-fluorophenyl)-N-(2-phenylethyl)-N-(phenylmethyl)sulfamide